N=1N=CN2C1C=CC(=C2)C2=CNC=1N=C(N=C(C12)OC)NC1CCC(CC1)(O)C 4-((5-([1,2,4]triazolo[4,3-a]pyridin-6-yl)-4-methoxy-7H-pyrrolo[2,3-d]pyrimidin-2-yl)amino)-1-methylcyclohexan-1-ol